8-[(cyclopropyl-methyl)-methyl-amino]-8-phenyl-3-[2-(trifluoromethyl)-pyrimidin-5-yl]-1,3-diazaspiro[4.5]decan-2-one C1(CC1)CN(C1(CCC2(CN(C(N2)=O)C=2C=NC(=NC2)C(F)(F)F)CC1)C1=CC=CC=C1)C